N-(4-chloro-2-fluorobenzyl)-5-(6-methylpyridin-2-yl)-4-(1-(tetrahydro-2H-pyran-2-yl)-1H-indazol-5-yl)-1H-imidazol-2-amine ClC1=CC(=C(CNC=2NC(=C(N2)C=2C=C3C=NN(C3=CC2)C2OCCCC2)C2=NC(=CC=C2)C)C=C1)F